(S)-N-Fmoc-α-(4-pentenyl)Alanine C(=O)(OCC1C2=CC=CC=C2C2=CC=CC=C12)N[C@](C)(C(=O)O)CCCC=C